(3S,6S,12aS)-9-chloro-3-(2-hydroxy-2-methylpropyl)-6-isobutyl-2,3,6,7,12,12a-hexahydropyrazino[1',2':1,6]pyrido[3,4-b]indole-1,4-dione ClC=1C=CC=2C3=C(NC2C1)[C@@H](N1[C@@H](C3)C(N[C@H](C1=O)CC(C)(C)O)=O)CC(C)C